BrC=1C=CC(=NC1)C=N[S@](=O)C(C)(C)C (R)-N-((5-bromopyridin-2-yl)methylene)-2-methylpropane-2-sulfinamide